N[C@@H](CCC(=O)O)C(=O)NCC(=O)O L-Glutamylglycine